C(C)(C)(C)C1=CC(=CC=C1)C(C)(C)C 1,3-bis(tert-butyl)benzene